FC1=CC=2C3=C(NC(C2C=C1)=O)C=C(N3C)CN3CCN(CC3)C=3C=CC(=NC3)C(=O)NC 5-(4-((8-fluoro-1-methyl-5-oxo-4,5-dihydro-1H-pyrrolo[3,2-c]isoquinolin-2-yl)methyl)piperazin-1-yl)N-methylpyridinamide